F[C@H]1CN(CC1)C1=NC=C(C(=N1)NC1=NNC2=CC(=CC=C12)[C@@H]1C[C@@]12C(NC1=CC=C(C=C21)OC)=O)OC (1R,2S)-2-[3-({2-[(3R)-3-fluoropyrrolidin-1-yl]-5-methoxypyrimidin-4-yl}amino)-1H-indazol-6-yl]-5'-methoxyspiro[cyclopropane-1,3'-indol]-2'(1'H)-one